[4-(1H-indol-5-yl)-1H-pyrrol-2-yl](3,4,5-trimethoxyphenyl)methanone oxime N1C=CC2=CC(=CC=C12)C=1C=C(NC1)C(=NO)C1=CC(=C(C(=C1)OC)OC)OC